C(#N)NC(=O)C12CC(CC(N1C(=O)NC1=C(C=C(C(=C1)C=1N=NC=CN1)C)F)C2)C cis-N1-cyano-N6-(2-fluoro-4-methyl-5-(1,2,4-triazin-3-yl)phenyl)-3-methyl-6-azabicyclo[3.1.1]heptane-1,6-dicarboxamide